Methyl (4-hexynoate) C(CCC#CC)(=O)OC